N,N-dimethyl-4-(4-(trifluoromethyl)phenyl)pyrrolidine-2-carboxamide CN(C(=O)C1NCC(C1)C1=CC=C(C=C1)C(F)(F)F)C